N-(3-(2-azido-5-cyanophenyl)-1-phenylprop-2-yn-1-yl)methanesulfonamide N(=[N+]=[N-])C1=C(C=C(C=C1)C#N)C#CC(C1=CC=CC=C1)NS(=O)(=O)C